COC1=C(C(=NC(=N1)C1=NC=CC(=C1)C(=O)OC)NC1=CC=C(C=C1)C)C(F)(F)F methyl 2-[6-methoxy-4-[(4-methylphenyl) amino]-5-(trifluoromethyl)-2-pyrimidinyl]-4-pyridinecarboxylate